ClC=1C=CC(=C(COC2=CC=CC(=N2)C2CCN(CC2)[C@@H](C)C2=NC=3C(=NC(=CC3)C(=O)OC)N2C[C@H]2OCC2)C1)F methyl 2-((S)-1-(4-(6-((5-chloro-2-fluorobenzyl) oxy) pyridin-2-yl) piperidin-1-yl) ethyl)-3-(((S)-oxetan-2-yl) methyl)-3H-imidazo[4,5-b]pyridine-5-carboxylate